C[C@@H]1N(C2=CC=CC=C2[C@@H](C1)NC1CCC(CC1)NC1(COC1)C[N+](=O)[O-])C(CC)=O 1-((2S,4R)-2-methyl-4-(((1r,4R)-4-((3-(nitromethyl)oxetan-3-yl)amino)cyclohexyl)amino)-3,4-dihydroquinolin-1(2H)-yl)propan-1-one